2-amino-3-(4-methoxyphenyl)propanoic acid NC(C(=O)O)CC1=CC=C(C=C1)OC